4-(9-oxo-5,6,7,9-tetrahydropyrrolo[1,2-a]thiazolo[5,4-d]pyrimidin-2-yl)benzaldehyde O=C1C2=C(N=C3N1CCC3)SC(=N2)C2=CC=C(C=O)C=C2